3-((3-(4,4,5,5-tetramethyl-1,3,2-dioxaborolan-2-yl)phenyl)ethynyl)-pyrrolidin-2-one CC1(OB(OC1(C)C)C=1C=C(C=CC1)C#CC1C(NCC1)=O)C